C(#N)N1[C@H]2[C@@H](C[C@@H]1CC2)NC(\C(=C\CC2=C(C=CC(=C2)Cl)Cl)\C)=O (2E)-N-((1R,2R,4S)-7-cyano-7-azabicyclo[2.2.1]heptan-2-yl)-4-(2,5-dichlorophenyl)-2-methyl-2-butenamide